(R)-6-acetyl-8-cyclopentyl-2-((5-(1-(4-(1-hydroxyethyl)benzyl)piperidin-4-yl)pyridin-2-yl)amino)-5-methylpyrido[2,3-d]pyrimidin-7(8H)-one C(C)(=O)C1=C(C2=C(N=C(N=C2)NC2=NC=C(C=C2)C2CCN(CC2)CC2=CC=C(C=C2)[C@@H](C)O)N(C1=O)C1CCCC1)C